N1(CCSCC1)SC=1NC2=CC=CC=C2C1 thiomorpholinyl-thioindole